N-(chroman-4-ylcarbamoyl)-6,7-dihydro-5H-pyrazolo[5,1-b][1,3]oxazine-3-sulfonamide O1CCC(C2=CC=CC=C12)NC(=O)NS(=O)(=O)C=1C=NN2C1OCCC2